N-methyl-N-(1-methyl-1H-pyrrolo[2,3-b]pyridin-6-yl)-2-(4-methyl-6-(trifluoromethyl)pyrimidin-2-yl)-5-oxopyrazolidine-3-carboxamide CN(C(=O)C1N(NC(C1)=O)C1=NC(=CC(=N1)C)C(F)(F)F)C1=CC=C2C(=N1)N(C=C2)C